4-cyanobenzyl (3-methoxypropyl)carbamate COCCCNC(OCC1=CC=C(C=C1)C#N)=O